tin-gallium-zinc [Zn].[Ga].[Sn]